ClC=1C=NC(=C(C(=O)NC2CCC(CC2)CN2C(N(C3=C2C=CC=C3)C=3C=CC(=NC3)C(=O)NC3=NNC=C3)=O)C1)C 5-(3-(((1r,4r)-4-(5-chloro-2-methylnicotinamido)cyclohexyl)methyl)-2-oxo-2,3-dihydro-1H-benzo[d]imidazol-1-yl)-N-(1H-pyrazol-3-yl)picolinamide